CC(CCNC(=O)N)(N)C N-(dimethyl-3-aminopropyl)urea